IC1=C(C=CC=C1)C(F)(F)F 1-iodo-2-(trifluoromethyl)benzene